(5-chloropyridin-2-yl)-2-(3-(5-methyl-6-oxo-1,6-dihydropyridin-3-yl)piperidin-1-yl)propanamide ClC=1C=CC(=NC1)C(C(=O)N)(C)N1CC(CCC1)C1=CNC(C(=C1)C)=O